ClC=1C(=NC(=NC1)NCC)C=1C=C2N(CC(N(C2=O)CC2=C(C=CC(=C2)F)CO)=COC)C1 (R)-7-(5-chloro-2-(ethylamino)pyrimidin-4-yl)-2-(5-fluoro-2-(hydroxymethyl)benzyl)-3-(methoxymethylyl)-3,4-dihydropyrrolo[1,2-a]pyrazine-1(2H)-one